ClC=1C(=C(C#N)C=C(C1)C(C)(C)C1=CC=C(C=C1)OCC1=NC(=NC=C1)SC)OCCOCCCO 3-Chloro-2-(2-(3-hydroxypropoxy)ethoxy)-5-(2-(4-((2-(methylthio)pyrimidin-4-yl)methoxy)phenyl)propan-2-yl)benzonitrile